Cl.C12CC(CC(CC1)N2)N(C=2SC1=C(C=NC(=C1)C1=CC3=CN(N=C3C(=C1)C#N)C)N2)C 5-{2-[(3-exo)-8-azabicyclo[3.2.1]oct-3-yl-(methyl)amino][1,3]thiazolo[4,5-c]pyridin-6-yl}-2-methyl-2H-indazole-7-carbonitrile hydrochloride